diacetyltartarate C(C)(=O)C(C(C(=O)[O-])(O)C(C)=O)(O)C(=O)[O-]